Cl.ClC1=C(C=CC=C1[C@]1(NC(N(C(C1)=O)[C@H]1C[C@H](OCC1)C)=N)C)NC(=O)C=1C=[N+](C=CC1)[O-] |o1:15,17| N-(2-Chloro-3-{(4S)-2-imino-4-methyl-1-[(2R*,4R*)-2-methyl-tetrahydropyran-4-yl]-6-oxo-hexahydropyrimidin-4-yl}phenyl)-1-oxidopyridin-1-ium-3-carboxamide hydrochloride